BrC1=CC=C(S1)[C@H](C(=O)N1CCN(CC1)C=1C2=C(N=CN1)[C@@H](C[C@H]2C)O)CNCC2CC2 (S)-2-(5-bromothiophen-2-yl)-3-(cyclopropylmethylamino)-1-(4-((5R,7R)-7-hydroxy-5-methyl-6,7-dihydro-5H-cyclopenta[d]pyrimidin-4-yl)piperazin-1-yl)propan-1-one